tert-butyl (3R,4S)-4-((5-isopropoxy-6-(1H-pyrazol-4-yl)-[1,2,4]triazolo[1,5-a]pyrazin-2-yl) amino)-3-methylpiperidine-1-carboxylate C(C)(C)OC1=C(N=CC=2N1N=C(N2)N[C@@H]2[C@@H](CN(CC2)C(=O)OC(C)(C)C)C)C=2C=NNC2